C(C)(C)(C)[C@]12[C@H](NC[C@@H](CC1)N2)COC2=NC(=CC=1N(ONOC12)CC1=C(C=C(C=C1)OC)OC)Cl tert-butyl-(1S,2S,5R)-2-(((7-chloro-1-(2,4-dimethoxybenzyl)-2,4-Dioxa-1,2,3,4-tetrahydropyrido[4,3-d]pyrimidin-5-yl)oxy)methyl)-3,8-diazabicyclo[3.2.1]octane